3-aminopropanesulfonic acid sodium [Na].NCCCS(=O)(=O)O